C(C)(C)(C)OC(=O)N[C@@H](C(=O)O)CCC1=NC2=C(N1C)C=CC(=C2)[N+](=O)[O-] (2R)-2-(tert-Butoxycarbonylamino)-4-(1-methyl-5-nitro-benzimidazol-2-yl)butanoic acid